C1(CCC1)N1C[C@]23N(C=4N(C(N=C(C4)OCC4=CC(=C(C=C4)OC4=CC(=NC=C4)C(F)(F)F)F)=O)C2)C[C@@H]1C3 (3S,11aS)-2-cyclobutyl-7-((3-fluoro-4-((2-(trifluoromethyl)pyridin-4-yl)oxy)benzyl)oxy)-1,2,3,4-tetrahydro-9H,11H-3,11a-methanopyrazino[1',2':3,4]imidazo[1,2-c]pyrimidin-9-one